2-methyl-1-((tributylstannyl)methoxy)propan-2-amine CC(COC[Sn](CCCC)(CCCC)CCCC)(C)N